C1(CCCC1)CC(C(=O)O)C1=CNC2=CC=CC=C12 α-cyclopentylmethyl-3-indoleacetic acid